1-[3-[1-[(4-methoxyphenyl)methyl]-2,6-dioxo-3-piperidyl]-4-oxo-phthalazin-6-yl]piperidine-4-carbaldehyde COC1=CC=C(C=C1)CN1C(C(CCC1=O)N1N=CC2=CC=C(C=C2C1=O)N1CCC(CC1)C=O)=O